2,6-dichloro-4-iodotoluene ClC1=C(C)C(=CC(=C1)I)Cl